(1R,3S,4R)-N-((R)-1-cyano-2-((S)-2-oxopyrrolidin-3-yl)ethyl)-2-((S)-3-cyclobutyl-2-(2,2,2-trifluoroacetamido)propanoyl)-5,5-difluoro-2-azabicyclo[2.2.2]octane-3-carboxamide C(#N)[C@@H](C[C@H]1C(NCC1)=O)NC(=O)[C@H]1N([C@H]2CC([C@@H]1CC2)(F)F)C([C@H](CC2CCC2)NC(C(F)(F)F)=O)=O